FC1=C(CNC(C2=C(C=CC(=C2)C=2C=CC=3N(N2)C=C(N3)NC([C@H](C)O)=O)C)=O)C=C(C=C1)OC(F)(F)F (S)-N-(2-fluoro-5-(trifluoromethoxy)benzyl)-5-(2-(2-hydroxypropanamido)imidazo[1,2-b]pyridazin-6-yl)-2-methylbenzamide